1-(3-bromo-4-fluorophenyl)-1-((4-(5-(2-fluoropropan-2-yl)-1,2,4-oxadiazol-3-yl)bicyclo[2.2.2]octan-1-yl)methyl)-3-((1R,4R)-4-hydroxycyclohexyl)urea BrC=1C=C(C=CC1F)N(C(=O)NC1CCC(CC1)O)CC12CCC(CC1)(CC2)C2=NOC(=N2)C(C)(C)F